NC1=C(C2=C(S1)C(=CC=C2B2OCC(CO2)(C)C)F)C#N 2-amino-4-(5,5-dimethyl-1,3,2-dioxaborinan-2-yl)-7-fluorobenzo[b]thiophene-3-carbonitrile